ethyl 7-{5-(bromomethyl)-1-methyl-3-[2-(morpholin-4-yl)ethyl]-1H-pyrazol-4-yl}-1-[3-(methylamino)propyl]-3-[3-(naphthalen-1-yloxy)propyl]-1H-indole-2-carboxylate hydrochloric acid salt Cl.BrCC1=C(C(=NN1C)CCN1CCOCC1)C=1C=CC=C2C(=C(N(C12)CCCNC)C(=O)OCC)CCCOC1=CC=CC2=CC=CC=C12